1,3-dimethyl-imidazolium chloride [Cl-].CN1C=[N+](C=C1)C